COC1=CC2=C(N=C(S2)C2=C3N=CC(=NC3=CC(=C2)C)OC)C(=C1)C(C)(C)O 2-(6-methoxy-2-(2-methoxy-7-methylquinoxalin-5-yl)benzo[d]Thiazol-4-yl)propan-2-ol